COC1=CC(=C(C=C1NC1=NC=NC(=C1)N1OCC[C@@H]1C1=CC(=CC=C1)OC1=CC=CC=C1)NC(C=C)=O)N1C[C@@H](OCC1)C N-(4-methoxy-2-((S)-2-methyl-morpholino)-5-((6-((R)-3-(3-phenoxyphenyl)-isoxazolidin-2-yl)pyrimidin-4-yl)amino)phenyl)-acrylamide